methylpyrazolo[4,3-c]azepin CC=1N=NC=2C1C=NC=CC2